COC=1C=C(C=CC1[N+](=O)[O-])C1=NN(C=N1)C (3-methoxy-4-nitrophenyl)-1-methyl-1H-1,2,4-triazole